OCCN(CCN(CCN(CCO)CCO)CCO)CCO penta(2-hydroxyethyl)diethylenetriamine